ClC1=CC=C(C=C1)CS(=O)(=O)NCC=1N=NN(C1)CC1=CC=C(C=C1)NC(C(CC(C)C)C(NO)=O)=O N-[4-[[4-[[(4-Chlorophenyl)methylsulfonylamino]methyl]triazol-1-yl]methyl]phenyl]-2-(hydroxycarbamoyl)-4-methyl-pentanamide